2-(4-tert-butylphenyl)-2-cyanoacetic acid C(C)(C)(C)C1=CC=C(C=C1)C(C(=O)O)C#N